3-(4-Cyclobutoxyphenylmethyl)-1-(4-fluorophenylmethyl)-1-((1-methylpiperidin-3-yl)methyl)urea C1(CCC1)OC1=CC=C(C=C1)CNC(N(CC1CN(CCC1)C)CC1=CC=C(C=C1)F)=O